O=C1NC(CC[C@@H]1N1C(C2=CC(=C(C=C2C1=O)N1C=C(CC1)CCCS(=O)(=O)[O-])F)=O)=O 2-((3S)-1-(2-(2,6-Dioxopiperidin-3-yl)-6-fluoro-1,3-dioxoisoindolin-5-yl)pyrrolin-3-yl)ethylmethanesulfonate